2-methyl-3-(1-((4-methyl-7-morpholinopyrido[3,4-d]pyridazin-1-yl)amino)ethyl)benzonitrile CC1=C(C#N)C=CC=C1C(C)NC1=C2C(=C(N=N1)C)C=NC(=C2)N2CCOCC2